NC1=NC=C(C=C1NC(C(=O)O)(C)N1CC2(COC2)C1)Br ((2-amino-5-bromopyridin-3-yl)amino)-2-(2-oxa-6-azaspiro[3.3]hept-6-yl)propanoic acid